NC1=NN2C(N=CC(=C2)F)=C1C(=O)NC=1C=NC=CC1N1CCN(CC1)C=1OC(=NN1)C 2-amino-6-fluoro-N-(4-(4-(5-methyl-1,3,4-oxadiazol-2-yl)piperazin-1-yl)pyridin-3-yl)pyrazolo[1,5-a]pyrimidine-3-carboxamide